[N+](=O)([O-])C=1C(=NC=CC1)OC1=C(C=CC=C1)C1(CC1)C(F)(F)F 3-nitro-2-(2-(1-(trifluoromethyl)cyclopropyl)phenoxy)pyridine